2-(4-fluorophenyl)-1-(pyrrolidin-1-yl)prop-2-en-1-one FC1=CC=C(C=C1)C(C(=O)N1CCCC1)=C